Cyclopropyl-((5s,7s)-7-fluoro-5-(3-methoxyphenyl)-6,7-dihydro-5H-pyrrolo[1,2-b][1,2,4]triazol-2-yl)methanone ethyl-(2E)-2,4-dimethyl-2-pentenoate C(C)OC(\C(=C\C(C)C)\C)=O.C1(CC1)C(=O)C=1N=C2N(N1)[C@@H](C[C@@H]2F)C2=CC(=CC=C2)OC